FC=1C=C(C=CC1)C(CNC1(CC1)CC#N)=O 2-(1-((2-(3-fluorophenyl)-2-oxoethyl)amino)cyclopropyl)acetonitrile